6,6'-dimethoxy-3,4'-diaminobiphenyl COC1=CC=C(C=C1C1=CC=C(C=C1OC)N)N